C1CCC2=CC(=CC=C12)C(C(=O)NCC1=CC(=NN1C1=CC(=CC=C1)F)C(F)(F)F)C 2-(2,3-dihydro-1H-inden-5-yl)-N-((1-(3-fluorophenyl)-3-(trifluoromethyl)-1H-pyrazol-5-yl)methyl)propanamide